CC=1C(=NC(=NC1C)N1CCNC(CC1)C)NC=1C=C2C=NNC2=CC1 N-(5,6-dimethyl-2-(5-methyl-1,4-diazepan-1-yl)pyrimidin-4-yl)-1H-indazol-5-amine